4,4-difluoro-2-[(4-methoxy-1H-indole-2-carbonyl)amino]pentanoic acid FC(CC(C(=O)O)NC(=O)C=1NC2=CC=CC(=C2C1)OC)(C)F